methyl 2-[(3R,5S)-1-benzyl-5-(hydroxymethyl)pyrrolidin-3-yl]acetate C(C1=CC=CC=C1)N1C[C@H](C[C@H]1CO)CC(=O)OC